C(C)C1=CC(=O)N(C1=O)C1=C(C=C(C=C1)C)CC1=C(C=CC(=C1)C)N1C(C=C(C1=O)CC)=O bis(3-ethyl-5-methyl-maleimidophenyl)methane